CN(C)CC1=C(C=CC(=N1)NC=1C=CC(=C2CNC(C12)=O)C1=CN=C2N1C=CC(=C2)F)N2C1(CC1)COCC2 7-[[6-[(dimethyl-amino)methyl]-5-(7-oxa-4-azaspiro[2.5]octan-4-yl)-2-pyridyl]amino]-4-(7-fluoro-imidazo[1,2-a]pyridin-3-yl)isoindolin-1-one